ethyl 2-(2-((7-(2-acetylthiazol-4-yl)benzofuran-5-yl)methoxy)phenyl)acetate C(C)(=O)C=1SC=C(N1)C1=CC(=CC=2C=COC21)COC2=C(C=CC=C2)CC(=O)OCC